2,4,6-trimethyl-pyridine hydrochloride Cl.CC1=NC(=CC(=C1)C)C